4-(5-(1-cyclopropyl-1H-pyrazol-4-yl)-1H-benzo[d]imidazol-1-yl)benzonitrile C1(CC1)N1N=CC(=C1)C1=CC2=C(N(C=N2)C2=CC=C(C#N)C=C2)C=C1